Cl.Cl.CC1(N=C(NC2=CC=CC=C12)SCC1=CSC=2N1CC1=C(CN2)C=CC=C1)C 3-(((4,4-dimethyl-1,4-dihydroquinazolin-2-yl)thio)methyl)-5,10-dihydrobenzo[e]thiazolo[3,2-a][1,3]diazepine dihydrochloride